C1(CC1)C1=NN(C(=C1)NC(C(C)C=1C=NN(C1)C1=CC(=CC=C1)C(F)F)=O)C(=O)OC(C)(C)C tert-butyl 3-cyclopropyl-5-(2-{1-[3-(difluoromethyl)phenyl]pyrazol-4-yl}propanamido)pyrazole-1-carboxylate